((((9H-fluoren-9-yl) methoxy) carbonyl) (4-amino-3-methoxybenzyl) amino) piperidine-1-carboxylate N1(CCCCC1)C(=O)ON(CC1=CC(=C(C=C1)N)OC)C(=O)OCC1C2=CC=CC=C2C=2C=CC=CC12